3-((4-(2-azidopropan-2-yl)-6-chloro-2,7-naphthyridin-1-yl)oxy)thietane 1,1-dioxide N(=[N+]=[N-])C(C)(C)C1=CN=C(C2=CN=C(C=C12)Cl)OC1CS(C1)(=O)=O